1-((4aR,7R,8aS)-7-((S)-1-(4-fluorophenyl)-1,2,3,4-tetrahydroisoquinoline-2-carbonyl)-1-methylbenzenesulfonyl-octahydro-4H-pyrano[3,4-b]pyrazin-4-yl)propan-1-one FC1=CC=C(C=C1)[C@@H]1N(CCC2=CC=CC=C12)C(=O)[C@H]1C[C@H]2[C@@H](N(CCN2S(=O)(=O)C2(CC=CC=C2)C)C(CC)=O)CO1